Heptadecan-9-yl 8-((2-hydroxyethyl)(6-oxo-6-(undecyloxy) hexyl)amino)octanoate OCCN(CCCCCCCC(=O)OC(CCCCCCCC)CCCCCCCC)CCCCCC(OCCCCCCCCCCC)=O